FC(C(=O)O)(C(C(F)(F)F)(F)F)F perfluorobutyric acid